CC=1C(=NC(=NC1)NC=1C=CC(=C(C(=O)OC)C1)B1OC(C(O1)(C)C)(C)C)NC1=CC=CC=C1 methyl 5-((5-methyl-4-(phenylamino)pyrimidin-2-yl)amino)-2-(4,4,5,5-tetramethyl-1,3,2-dioxaborolan-2-yl)benzoate